N-(8-amino-6-(5-amino-4-methylpyridin-3-yl)-7-fluoroisoquinolin-3-yl)cyclopropanecarboxamide NC=1C(=C(C=C2C=C(N=CC12)NC(=O)C1CC1)C=1C=NC=C(C1C)N)F